CC([C@@H](C(=O)O)NS(=O)(=O)C=1C=CC2=C(SC3=C2C=CC(=C3)NC(=O)NC3=CC=C(C=C3)C(F)(F)F)C1)C (S)-3-methyl-2-(7-(3-(4-(trifluoromethyl)phenyl)ureido)dibenzo[b,d]thiophene-3-sulfonamido)butanoic acid